NC1=CN=NS1 5-amino-1,2,3-thiadiazole